NC1CN(C1)C=1C=CC=2N=CN=C(C2N1)NC=1C=NC(=C(C1)F)OC1=CC=CC=C1 6-(3-aminoazetidin-1-yl)-N-(5-fluoro-6-phenoxy-3-pyridyl)pyrido[3,2-d]pyrimidin-4-amine